(S)-5-fluoro-4-(6-(hydroxymethyl)-5-methylpyrazin-2-yl)-N-(2-methoxy-3,5-dimethylpyridin-4-yl)-2-((1,1,1-trifluoropropan-2-yl)oxy)benzamide FC=1C(=CC(=C(C(=O)NC2=C(C(=NC=C2C)OC)C)C1)O[C@H](C(F)(F)F)C)C1=NC(=C(N=C1)C)CO